6-bromo-4-methoxy-pyrazolo[1,5-a]pyridin-3-yl-phenyl ketone BrC=1C=C(C=2N(C1)N=CC2C2=C(C=CC=C2)C(=O)C2=C(C=CC=C2)C=2C=NN1C2C(=CC(=C1)Br)OC)OC